8a-Ethyl-2-(2-(((3R,4S)-3-methylpiperidin-4-yl)amino)-5-(trifluoromethyl)pyrimidin-4-yl)-8,8a-dihydro-4H-thieno[2,3-a]pyrrolizine-4,7(6H)-dione C(C)C12CC(CN2C(C2=C1SC(=C2)C2=NC(=NC=C2C(F)(F)F)N[C@@H]2[C@@H](CNCC2)C)=O)=O